1,2-dichloro-4-(4-methoxyphenoxy)benzene ClC1=C(C=C(C=C1)OC1=CC=C(C=C1)OC)Cl